ClC=1N=C2N(C=CC=C2)C1S(=O)(=O)NC(=O)NC1=NC(=CC(=N1)OC)OC 2-chloro-N-[[(4,6-dimethoxy-2-pyrimidinyl)amino]-carbonyl]imidazo[1,2-a]pyridine-3-sulfonamide